4-(2-acrylamidopyridin-4-yl)-2-methyl-1H-indole-7-carboxamide C(C=C)(=O)NC1=NC=CC(=C1)C1=C2C=C(NC2=C(C=C1)C(=O)N)C